FC=1C=C2C(C=CN3C2=C(C1N1CCC(CC1)N1CCOCC1)OCC3C)=O 9-fluoro-3-methyl-10-(4-morpholinopiperidin-1-yl)-2H-[1,4]oxazino[2,3,4-ij]quinolin-7(3H)-one